C(#N)C[C@@H](CC(=O)NC=1SC(=C(N1)C)C(=O)OC(C)C)NC1=NC=CC2=CC=C(C=C12)C#N Propan-2-yl 2-[(3S)-4-cyano-3-[(7-cyanoisoquinolin-1-yl)amino]butan-amido]-4-methyl-1,3-thiazole-5-carboxylate